CC[C@H]1CC[C@H]2[C@@H]3CCC4CCCC[C@]4(C)[C@H]3CC[C@]12C.[C] carbon pregnane